(3-bromo-5-methoxy-phenyl)methanamine BrC=1C=C(C=C(C1)OC)CN